N1=NC=C(C=C1)CN1C=CC=C1 (pyridazin-4-ylmethyl)-1H-pyrrole